C1N(CCCC12CCCCC2)C2=CC(=NC(=N2)C(F)(F)F)N(CCN2S(CCC2)(=O)=O)C 2-(2-((6-(2-azaspiro[5.5]undecan-2-yl)-2-(trifluoromethyl)pyrimidin-4-yl)(methyl)amino)ethyl)isothiazolidine 1,1-dioxide